O=C1N(C(C2=CC=CC=C12)=O)[C@@H](C(=O)Cl)C (R)-2-(1,3-dioxoisoindolin-2-yl)propanoyl chloride